(+)-α-methyl-benzylamine CC(C1=CC=CC=C1)N